C(C)(C)(C)OC(=O)[C@@H]1[C@H](N[C@H](CC1=O)C1CC1)C=1N=NN(C1)C (2S,3R,6R)-6-cyclopropyl-2-(1-methyltriazol-4-yl)-4-oxo-piperidine-3-carboxylic acid tert-butyl ester